CC1(OB(OC1(C)C)C=1C=CC2=C(N=C(S2)C2(CC2)CN)C1)C (1-(5-(4,4,5,5-tetramethyl-1,3,2-dioxaborolan-2-yl)benzo[d]thiazol-2-yl)cyclopropyl)methanamine